O=C1NC2=C(C=CC=C2C=C1)C(=O)NC=1C=C2C(=NNC2=CC1)C(F)(F)F 2-oxo-N-[3-(trifluoromethyl)-1H-indazol-5-yl]-1H-quinoline-8-carboxamide